N-(3-fluorophenyl)-2-(4-methyl-1,2,5-oxadiazol-3-yl)-N-((5-(5-(trifluoromethyl)-1,2,4-oxadiazol-3-yl)pyridin-2-yl)methyl)acetamide FC=1C=C(C=CC1)N(C(CC1=NON=C1C)=O)CC1=NC=C(C=C1)C1=NOC(=N1)C(F)(F)F